OC1(CCC(CC1)CN1C(N(C=2N=CN(C2C1=O)C)C)=O)C(F)(F)F 1-((4-hydroxy-4-(trifluoromethyl)cyclohexyl)methyl)-3,7-dimethyl-1H-purine-2,6(3h,7h)-dione